2,3,5,6-tetrafluoro-4-(methylthio)benzamide FC1=C(C(=O)N)C(=C(C(=C1F)SC)F)F